4-(7-(1-methyl-1H-pyrazol-4-yl)imidazo[1,2-b]pyridazin-3-yl)-N-(4-(trifluoromethyl)benzyl)piperazine-1-sulfonamide CN1N=CC(=C1)C1=CC=2N(N=C1)C(=CN2)N2CCN(CC2)S(=O)(=O)NCC2=CC=C(C=C2)C(F)(F)F